FC1CCC(CC1)N1C(N(C(C1)C#N)C1=CN=CC2=CC=CC=C12)=O 1-(4-fluorocyclohexyl)-3-(isoquinolin-4-yl)-2-oxoimidazoline-4-carbonitrile